BrC(C(=O)Br)CC α-Bromobutyryl bromide